3-[3-Methyl-4-[3-[4-(methylamino)-1-piperidyl]propyl]-2-oxo-benzimidazol-1-yl]piperidine-2,6-dione CN1C(N(C2=C1C(=CC=C2)CCCN2CCC(CC2)NC)C2C(NC(CC2)=O)=O)=O